N-[(2-bromo-5-methoxyphenyl)methylene]-2-methylpropane-2-sulfinamide BrC1=C(C=C(C=C1)OC)C=NS(=O)C(C)(C)C